1H-Pyrrole-2-carboxylic acid (2,4-dichloro-pyrimidin-5-ylmethyl)-methyl-amide ClC1=NC=C(C(=N1)Cl)CN(C(=O)C=1NC=CC1)C